C(#N)C1=CC=C(C=C1)C=1C(=NN(C1O)C1=CC(=C(C=N1)NS(=O)(=O)C)C)C N-(6-(4-(4-cyanophenyl)-5-hydroxy-3-methyl-1H-pyrazol-1-yl)-4-methylpyridin-3-yl)methanesulfonamide